CC(C)(C)C=1C=C(C#N)C=CC1OC1=NC=C(C=C1)[N+](=O)[O-] 3-(1,1-dimethylethyl)-4-[(5-nitro-2-pyridinyl)oxy]benzonitrile